bromo-3,3-dimethylindolin-2-one BrN1C(C(C2=CC=CC=C12)(C)C)=O